COC(C1=CC(=C(C(=C1)NC[C@H]1OCC1)N)OCCC=1N=C(OC1)C)=O.ClC1=C(C=CC=C1F)CC(=O)NC1=CC(=NC=C1)N(C(C)=O)C1=CC=C(C=C1)F N-{4-[2-(2-chloro-3-fluorophenyl)acetamido]pyridin-2-yl}-N-(4-fluorophenyl)acetamide Methyl-4-amino-3-[2-(2-methyloxazol-4-yl)ethoxy]-5-[[(2S)-oxetan-2-yl]methylamino]benzoate